OCCC(=O)SCCNC(CCNC([C@@H](C(COP(OP(OC[C@@H]1[C@H]([C@H]([C@@H](O1)N1C=NC=2C(N)=NC=NC12)O)OP(=O)(O)O)(=O)O)(=O)O)(C)C)O)=O)=O hydroxypropionyl-coenzyme A